1,3,5-tris(3-pyridylphenyl)benzene N1=CC(=CC=C1)C1=C(C=CC=C1)C1=CC(=CC(=C1)C1=C(C=CC=C1)C=1C=NC=CC1)C1=C(C=CC=C1)C=1C=NC=CC1